(2S,5R)-5-(2-chlorophenyl)-1-(4-(2,6-dimethoxypyrimidin-4-yl)benzoyl)pyrrolidine-2-carboxylic acid ClC1=C(C=CC=C1)[C@H]1CC[C@H](N1C(C1=CC=C(C=C1)C1=NC(=NC(=C1)OC)OC)=O)C(=O)O